3-(4-fluorophenyl)-1-((2-methylthiazol-4-yl)methyl)-2,4-dioxo-1,2,3,4-tetrahydropyrimidine-5-carboxamide FC1=CC=C(C=C1)N1C(N(C=C(C1=O)C(=O)N)CC=1N=C(SC1)C)=O